NC=1C(=NC=C(C(=O)OC)C1)OC methyl 5-amino-6-methoxynicotinate